5-(2-((4-(trifluoromethyl)benzyl)amino)pyrimidin-5-yl)-1,3,4-oxadiazol-2(3H)-one FC(C1=CC=C(CNC2=NC=C(C=N2)C2=NNC(O2)=O)C=C1)(F)F